ON=C(C1=NC=C(C=C1)NC=1OC(=CN1)C1=NC=C(N=C1)C(F)(F)F)N N'-hydroxy-5-((5-(5-(trifluoromethyl)pyrazin-2-yl)oxazol-2-yl)amino)picolinimidamide